2-(((tert-Butoxycarbonyl)oxy)methyl)-4-(6-nitropyridin-3-yl)piperazine-1-carboxylic acid tert-butyl ester C(C)(C)(C)OC(=O)N1C(CN(CC1)C=1C=NC(=CC1)[N+](=O)[O-])COC(=O)OC(C)(C)C